ClC=1C=CC(=C(C1)C1=NN(C=C1NC(=O)C=1C=NN2C1N=CC=C2)CC=2N=NN(N2)CCO)OC(F)F N-[3-[5-chloro-2-(difluoromethoxy)phenyl]-1-[[2-(2-hydroxyethyl)-2H-1,2,3,4-tetrazol-5-yl]methyl]-1H-pyrazol-4-yl]pyrazolo[1,5-a]pyrimidine-3-carboxamide